C(C)(C)(C)OC(=O)N1C2CN(CC1CC2)C=2C=CC=1N(C(N=C(N1)C=1C=C(C=3N(C1)C=C(N3)C)F)=O)C2.FC=2C=C(C(=O)NC=3C=CC=C1C=CC=NC31)C=CC2 8-(3-fluorobenzamido)quinoline tert-butyl-3-(2-(8-fluoro-2-methylimidazo[1,2-a]pyridin-6-yl)-4-oxo-4H-pyrido[1,2-a][1,3,5]triazin-7-yl)-3,8-diazabicyclo[3.2.1]octane-8-carboxylate